N-(3-(6-(tert-butylsulfonyl)-7-methoxyimidazo[1,2-a]pyridin-3-yl)-5-(N-(2,4-dimethoxybenzyl)sulfamoyl)phenyl)-2-(2-chlorophenyl)acetamide C(C)(C)(C)S(=O)(=O)C=1C(=CC=2N(C1)C(=CN2)C=2C=C(C=C(C2)S(NCC2=C(C=C(C=C2)OC)OC)(=O)=O)NC(CC2=C(C=CC=C2)Cl)=O)OC